C(#N)C1=CC(=C(C=C1)COC1=CC=CC(=N1)C1=CC(=C(C=C1F)CC=1N(C2=C(N1)C=CC(=C2)C(=O)O)C2COCC2C2CC2)F)F 2-[[4-[6-[(4-cyano-2-fluoro-phenyl)methoxy]-2-pyridyl]-2,5-difluorophenyl]methyl]-3-(4-cyclopropyltetrahydrofuran-3-yl)benzimidazole-5-carboxylic acid